C(=O)(O)C1=CC=C(C=C1)CCN(C1C=2C=CC(=NC2CCC1)C(=O)O)CCC1=C(C=CC=C1)OCC1=CC=C(C=C1)C=1OC2=C(N1)C=C(C=C2)C(F)(F)F 5-{[2-(4-carboxyphenyl)ethyl]{2-[2-({4-[5-(trifluoromethyl)-1,3-benzoxazol-2-yl]benzyl}oxy)phenyl]-ethyl}amino}-5,6,7,8-tetrahydroquinoline-2-carboxylic acid